C(C)(C)C1=C(C=CC=C1)C1N(CCN(C1=O)C1=CC=CC=C1)C(=O)OC(C)(C)C tert-butyl 2-(2-isopropylphenyl)-3-oxo-4-phenylpiperazine-1-carboxylate